C([O-])([O-])=O.[NH4+].C=CC.[NH4+] propylene ammonium carbonate